CN1N=C(C=C1N)[C@@H]1CN(CC1)CCC (S)-1-methyl-3-(1-propylpyrrolidin-3-yl)-1H-pyrazol-5-amine